5'-(4-chlorophenyl)-3'-isopropyl-N-(4-(4-methylpiperazin-1-yl)phenyl)-1H,3'H-[4,4'-biimidazole]-2-carboxamide ClC1=CC=C(C=C1)C1=C(N(C=N1)C(C)C)C=1N=C(NC1)C(=O)NC1=CC=C(C=C1)N1CCN(CC1)C